N[C@H]1[C@H](N(CC1)C1=NC(=CC(=C1C#N)C(F)(F)F)C)C(=O)N(C)C1=C(C=C(C(=C1)Cl)F)F (2S,3R)-3-amino-N-(5-chloro-2,4-difluorophenyl)-1-(3-cyano-6-methyl-4-(trifluoromethyl)pyridin-2-yl)-N-methylpyrrolidine-2-carboxamide